(e)-2,2'-(naphtho[1,2-b:5,6-b']difuran-2,7-diyl)bis(N,N-diphenylbenzofuran-6-amine) C=1C2=C(OC1C=1OC3=C(C1)C=CC(=C3)N(C3=CC=CC=C3)C3=CC=CC=C3)C=3C=CC1=C(OC(=C1)C=1OC4=C(C1)C=CC(=C4)N(C4=CC=CC=C4)C4=CC=CC=C4)C3C=C2